N4-(cyclobutylmethyl)-N2-(2-methoxy-4-(morpholinosulfonyl)phenyl)-5-(trifluoromethyl)-7H-pyrrolo[2,3-d]pyrimidine-2,4-diamine C1(CCC1)CNC=1C2=C(N=C(N1)NC1=C(C=C(C=C1)S(=O)(=O)N1CCOCC1)OC)NC=C2C(F)(F)F